COC1=C(C(=CC=C1)OC[C@@H]1CNCCO1)C1=CC(=NN1)NC1=NC=C(N=C1)C (S)-N-(5-(2-methoxy-6-(morpholin-2-ylmethoxy)phenyl)-1H-pyrazol-3-yl)-5-methylpyrazin-2-amine